2-heptadecenyl-1-(2-hydroxyethyl)-1-(4-chlorobutyl)-imidazolinium chloride [Cl-].C(=CCCCCCCCCCCCCCCC)C=1[N+](CCN1)(CCCCCl)CCO